N-[(5R,6S)-5-[(2,3'-difluoro[1,1'-biphenyl]-3-yl)methyl]-4-oxo-3-(propan-2-yl)-3,4,5,6,7,8-hexahydroquinazolin-6-yl]-1-fluorocyclopropane-1-sulfonamide FC1=C(C=CC=C1C[C@@H]1C=2C(N(C=NC2CC[C@@H]1NS(=O)(=O)C1(CC1)F)C(C)C)=O)C1=CC(=CC=C1)F